ClC1=NC(=CC(=C1C(=O)O)C1=CC=NC=C1OC)C chloro-5'-methoxy-6-methyl-[4,4'-bipyridine]-3-carboxylic acid